S1C=CC=2C3(OCC(C21)CNC)CC3 1-(6',7'-dihydrospiro[cyclopropane-1,4'-thieno[3,2-c]pyran]-7'-yl)-N-methylmethylamine